OCCNC(=O)C=1C=CC=C2C=CC(=C(C12)C(=O)O)[N+](=O)[O-] 8-((2-hydroxyethyl)carbamoyl)-2-nitro-1-naphthoic acid